C(C)OC(CC1=C(N=NC(=C1)NC(=O)OC(C)(C)C)Cl)=O 2-[6-(tert-Butoxycarbonylamino)-3-chloropyridazin-4-yl]Acetic acid ethyl ester